C1(CC1)CNC(C(C(CC(C)C)N(C=O)CC1OCCC1)=O)=O N-(Cyclopropylmethyl)-5-methyl-2-oxo-3-{N-[(oxolan-2-yl)methyl]formamido}hexanamide